C(C)(=O)N[C@H]1C(O)O[C@@H]([C@@H]([C@@H]1O)O)C D-N-acetylfucosamine